C(C)(C)(C)OC(CC1=C(C=C(C(=O)OC[C@H]2[C@H](C2)C2CCN(CC2)C2=NC=C(C=N2)Cl)C=C1)F)=O ((1R,2R)-2-(1-(5-chloropyrimidin-2-yl)piperidin-4-yl)cyclopropyl)methyl 4-(2-(tert-butoxy)-2-oxoethyl)-3-fluorobenzoate